C([C@@H]([C@@H]1C(=C(C(=O)O1)O)O)O)O L(+)-Ascorbic Acid